O=C1NC(CCC1N1C(C2=CC=C(C=C2C1=O)N1CCCCC1)=O)=O 1-[2-(2,6-DIOXOPIPERIDIN-3-YL)-1,3-DIOXO-2,3-DIHYDRO-1H-ISOINDOL-5-YL]PIPERIDIN